sodium 5-fluorosalicylate FC1=CC=C(C(C(=O)[O-])=C1)O.[Na+]